CN(C)P(N(C)C)[C-]1C=CC=C1.[C-]1(C=CC=C1)P(N(C)C)N(C)C.[Fe+2] bis[bis(dimethylamino)phosphino]ferrocene